(S)-8-(3,5-dichlorophenoxy)-N-((1R,5S,8S)-3-(6-methylpyrimidin-4-yl)-3-azabicyclo[3.2.1]oct-8-yl)-5,6,7,8-tetrahydro-[1,2,4]triazolo[1,5-a]pyridin-2-amine ClC=1C=C(O[C@@H]2C=3N(CCC2)N=C(N3)NC3[C@H]2CN(C[C@@H]3CC2)C2=NC=NC(=C2)C)C=C(C1)Cl